C(=O)[O-].C(CCCCCCC)N.C(CCCCCCC)N.C(CCCCCCC)N.[Cu+2].C(=O)[O-] copper (II) tris(octylamine) formate